7-(2-butyn-1-yl)-3,7-dihydro-3-methyl-1-[(4-methyl-2-quinazolinyl)methyl]-1H-purine-2,6-dione C(C#CC)N1C=NC=2N(C(N(C(C12)=O)CC1=NC2=CC=CC=C2C(=N1)C)=O)C